(S)-6-(4-(3-(Methyl(2-((6-oxo-5-(trifluoromethyl)-1,6-dihydropyridazin-4-yl)oxy)propyl)amino)propanoyl)piperazin-1-yl)nicotinonitrile CN(CCC(=O)N1CCN(CC1)C1=NC=C(C#N)C=C1)C[C@H](C)OC=1C=NNC(C1C(F)(F)F)=O